4-isopropyl-5-(8-methyl-[1,2,4]triazolo[1,5-a]pyridin-6-yl)-N-(1-(2,2,2-trifluoroethyl)piperidin-4-yl)-1H-pyrazole-3-carboxamide C(C)(C)C=1C(=NNC1C=1C=C(C=2N(C1)N=CN2)C)C(=O)NC2CCN(CC2)CC(F)(F)F